BrC1=CC=C(C=C1)/C=C/C(=O)OC1=C(C=C(C=C1)C1SCCCS1)Br (E)-2-bromo-4-(1,3-dithian-2-yl)phenyl 3-(4-bromo-phenyl)-acrylate